ClC=1C2=C(N=CN1)N=C(C=C2)OC 4-chloro-7-methoxypyrido[2,3-d]pyrimidine